C1(=CC=CC=C1)CC#C 3-PHENYLPROP-1-YN